Decane-8-carboxylic acid (R)-benzyl ester C(C1=CC=CC=C1)OC(=O)C(CCCCCCC)CC